FC1=C(C(=CC=C1)F)NC(=O)C1=CC(=C(C=C1O[C@H](C(F)(F)F)C)N1N=C(N(C1=O)CC)C(=O)O)F 1-(4-[(2,6-difluorophenyl)carbamoyl]-2-fluoro-5-{[(2S)-1,1,1-trifluoroprop-2-yl]oxy}phenyl)-4-ethyl-5-oxo-4,5-dihydro-1H-1,2,4-triazole-3-carboxylic acid